8-fluoro-4-(8-fluoroquinolin-3-yl)-1-isopropyl-2,2-dimethyl-1,2-dihydroquinazoline FC=1C=CC=C2C(=NC(N(C12)C(C)C)(C)C)C=1C=NC2=C(C=CC=C2C1)F